O[C@@H](C(=O)O)C1=CC=CC=C1 (2R)-2-hydroxy-2-phenylacetic acid